2-(4-(tert-butyl)phenyl)Azole-4-carboxylic acid ethyl ester C(C)OC(=O)C=1C=C(NC1)C1=CC=C(C=C1)C(C)(C)C